ClC1=CC=C(C=C1)C1=CC=C(C=C1)CC1=NOC(=N1)CC(C(=O)O)=C 2-((3-((4'-chloro-[1,1'-biphenyl]-4-yl)methyl)-1,2,4-oxadiazol-5-yl)methyl)acrylic acid